[7-[[5-(trifluoromethyl)pyrazin-2-yl]methyl]-2-azaspiro[3.5]nonan-2-yl]methanone FC(C=1N=CC(=NC1)CC1CCC2(CN(C2)C=O)CC1)(F)F